C(CCCCCCCCCCC)S(=O)(=O)OC1=C(C=CC=C1)NC(=O)N N-[2-(dodecanesulfonyloxy)phenyl]urea